1-(4-(4-(3-(aminomethyl)-5-fluorophenyl)-1H-pyrazol-1-yl)phenyl)ethanone NCC=1C=C(C=C(C1)F)C=1C=NN(C1)C1=CC=C(C=C1)C(C)=O